ClC1=NC=C(C=N1)CC1=CC(=CC=C1)C 2-chloro-5-(3-methylbenzyl)pyrimidine